5-(4-nitrophenyl)-1,2-dihydro-3H-pyrazol-3-one [N+](=O)([O-])C1=CC=C(C=C1)C1=CC(NN1)=O